N-hydroxy-2-(4,5,6,7-tetrahydro-1H-benzo[d]imidazol-2-yl)isoindoline-4-carboxamide hydrochloride Cl.ONC(=O)C=1C=2CN(CC2C=CC1)C1=NC2=C(N1)CCCC2